The molecule is a dTDP-sugar having 2,3,6-trideoxy-3-C-methyl-4-O-methyl-3-nitroso-beta-L-arabino-hexopyranose as the sugar component. It is a dTDP-sugar and a nitroso compound. It is a conjugate acid of a dTDP-2,3,6-trideoxy-3-C-methyl-4-O-methyl-3-nitroso-beta-L-arabino-hexopyranose(2-). C[C@H]1[C@@H]([C@@](C[C@H](O1)OP(=O)(O)OP(=O)(O)OC[C@@H]2[C@H](C[C@@H](O2)N3C=C(C(=O)NC3=O)C)O)(C)N=O)OC